3-(dimethylethoxysilyl)propyl-succinic anhydride C[Si](CCCC1C(=O)OC(C1)=O)(OCC)C